2,5,8-Trioxadecanal C(OCCOCCOCC)=O